1,7,13,19-tetraoxa-4,10,16,22-tetraazacyclotetracosane O1CCNCCOCCNCCOCCNCCOCCNCC1